(e)-3-[3,4-Bis(tetrahydro-2h-pyran-2-yloxy)phenyl]-1-(2-aminophenyl)prop-2-en-1-one O1C(CCCC1)OC=1C=C(C=CC1OC1OCCCC1)/C=C/C(=O)C1=C(C=CC=C1)N